4-(4-(4-propenoylpiperazin-1-yl)phenyl)-6-(1-(cyclobutylmethyl)-1H-pyrazol-4-yl)pyrazolo[1,5-a]pyridine-3-carbonitrile C(C=C)(=O)N1CCN(CC1)C1=CC=C(C=C1)C=1C=2N(C=C(C1)C=1C=NN(C1)CC1CCC1)N=CC2C#N